FC1=CC(=C(C=C1)NC(=O)C=1C=NC=CC1)OC1CCN(CC1)C N-(4-fluoro-2-[(1-methylpiperidin-4-yl)oxy]phenyl)pyridine-3-carboxamide